COC1=C(C=CC=C1)C1=NC=CC(=C1)C(=O)[O-] 2-(2-methoxyphenyl)-4-pyridinecarboxylate